tert-butyl-4-((2-(1H-benzo[d]imidazol-2-yl)ethyl)amino)-2-chloro-5,8-dihydropyrido[3,4-d]pyrimidine-7(6H)-carboxylate C(C)(C)(C)OC(=O)N1CC=2N=C(N=C(C2CC1)NCCC1=NC2=C(N1)C=CC=C2)Cl